CS[C@@H]1CC2CC[C@H]3[C@@H]4CC[C@H]([C@@H](CCCC(C)C)C)[C@]4(CC[C@@H]3[C@]2(CC1)C)C 3β-methylthiocholestane